propanoic acid dihydrochloride Cl.Cl.C(CC)(=O)O